ClC=1N=NC(=CC1)C=C 3-chloro-6-vinyl-pyridazine